C(C)(C)(C)OC(N(C[C@@H]1CN(CCO1)C1CNC(CC1)[N+](=O)[O-])C1CC1)=O (S)-cyclopropyl-((4-(6-nitropiperidin-3-yl)morpholin-2-yl)methyl)carbamic acid tert-butyl ester